6-bromo-1-methylnaphthalen-2-ol BrC=1C=C2C=CC(=C(C2=CC1)C)O